CC1(OB(OC1(C)C)C=1C=NN(C1)CC1=CSC=C1)C 4-(4,4,5,5-tetramethyl-1,3,2-dioxaborolan-2-yl)-1-(3-thienylmethyl)pyrazole